FC1(CC(C1)N1C=CC=2C1=NC(=CC2CN2CCCC2)C=2C=C1CN(C(C1=CC2)=O)C2C(NC(CC2)=O)=O)F 3-(5-(1-(3,3-difluorocyclobutyl)-4-(pyrrolidin-1-ylmethyl)-1H-pyrrolo[2,3-b]pyridin-6-yl)-1-oxoisoindolin-2-yl)piperidine-2,6-dione